N1C(=O)NC(=O)C(=C1)C(=O)O Uracilic acid